C1(CCCCC1)NCCC[Si](OC)(OC)OC N-cyclohexylaminopropyltrimethoxysilane